ClC=1C=C2C=C(NC2=CC1C1=NC(=C(C=C1)OC)F)CNC(=O)C1(CC1)N(C)C N-{[5-chloro-6-(6-fluoro-5-methoxy-2-pyridyl)-2-indolyl]methyl}1-(dimethylamino)cyclopropanecarboxamide